[Br-].ClC=1C=C(OCC[N+](CC)(CC)CC)C=CC1Cl (3,4-dichloro-phenoxy)ethyl-triethyl-ammonium bromide